4-((7H-pyrrolo[2,3-d]pyrimidine-4-yl)amino)piperidine-1-carboxylic acid tert-butyl ester C(C)(C)(C)OC(=O)N1CCC(CC1)NC=1C2=C(N=CN1)NC=C2